C(C1=CC=CC=C1)NC1=CC=C2C(=NN(C2=C1F)C)C=1C(=NC(=CC1)OCC1=CC=CC=C1)OCC1=CC=CC=C1 N-benzyl-3-(2,6-dibenzyloxy-3-pyridyl)-7-fluoro-1-methyl-indazol-6-amine